{[5-(5-chloropyridin-2-yl)-1-(2,4-difluorophenyl)-1H-1,2,4-triazol-3-yl]oxy}acetic acid ClC=1C=CC(=NC1)C1=NC(=NN1C1=C(C=C(C=C1)F)F)OCC(=O)O